(4aR,8aS)-6-(3-(5-(2,4-Dichlorophenyl)-1,2,4-oxadiazol-3-yl)azetidine-1-carbonyl)hexahydro-2H-pyrido[4,3-b][1,4]oxazin-3(4H)-one ClC1=C(C=CC(=C1)Cl)C1=NC(=NO1)C1CN(C1)C(=O)N1C[C@@H]2[C@@H](OCC(N2)=O)CC1